NC1=CC(=CC(=C1)C)C 1-amino-3,5-dimethylbenzene